ClC=1C(=NC=C(C1)C(F)(F)F)N1C(SC2=C1C=C(C=C2)O)=O (3-chloro-5-(trifluoromethyl)pyridin-2-yl)-5-hydroxybenzothiazol-2(3H)-one